Cl.C1(CC1)S(=O)(=O)N([C@H]1C([C@H](NC1)CC(=O)OC)(F)F)CC1=CC=C(C=C1)OC Methyl [(2R,4R)-4-{(cyclopropanesulfonyl)[(4-methoxyphenyl)methyl]amino}-3,3-difluoropyrrolidin-2-yl]acetate hydrochloride